NC=1C(=NC(=CC1)Cl)C(=O)[O-] 3-amino-6-chloropicolinate